(5-(4-(4-(2-chloro-5-fluorophenoxy)piperidin-1-yl)phenyl)-1,3,4-thiadiazol-2-yl)methyl acetate C(C)(=O)OCC=1SC(=NN1)C1=CC=C(C=C1)N1CCC(CC1)OC1=C(C=CC(=C1)F)Cl